CN(CCOC(=O)OC(C(=O)OCCCCCCCOC(CCCCCCC(C)C)=O)CC(=O)OCCCCCCCOC(CCCCCCC(C)C)=O)C Bis(7-((8-methylnonanoyl)oxy)heptyl) 2-(((2-(dimethylamino)ethoxy)carbonyl)oxy)succinate